O1CCNCC12CCN(CC2)C2=NC=CC(=N2)NC=2C=C1C=NNC1=CC2 N-(2-(1-oxa-4,9-diazaspiro[5.5]undec-9-yl)pyrimidin-4-yl)-1H-indazol-5-amine